3-{[(5-methylthiophen-2-yl)methyl]amino}pyridine-4-carboxylic acid CC1=CC=C(S1)CNC=1C=NC=CC1C(=O)O